tert-butyl 2-(2-hydroxyphenyl)-6a-methyl-5,6,6a,7,9,10-hexahydro-8H-pyrazino[1',2':4,5]pyrazino[2,3-c]pyridazine-8-carboxylate OC1=C(C=CC=C1)C=1C=C2C(=NN1)NCC1(N2CCN(C1)C(=O)OC(C)(C)C)C